4-(6-(quinolin-2-ylmethoxy)pyridin-2-yl)piperidine N1=C(C=CC2=CC=CC=C12)COC1=CC=CC(=N1)C1CCNCC1